(2-amino-4-methylphenyl)-5,6,7,8-tetrahydronaphthalene-2-ol NC1=C(C=CC(=C1)C)C1=C(C=CC=2CCCCC12)O